4-(7-difluoromethyl-1,2,3,4-tetrahydroquinolin-6-yl)-3,6-dihydro-2H-pyridine-1-carboxylic acid tert-butyl ester C(C)(C)(C)OC(=O)N1CCC(=CC1)C=1C=C2CCCNC2=CC1C(F)F